FC(COS(=O)(=O)C1=CC=C(C=C1)C)(C)F.N=1C=NN2C1C=C(C=C2)C2=CC=C(C=C2)CC(=O)NC=2C=C(C=CC2)C=CC(=O)N 3-[3-[[2-[4-([1,2,4]Triazolo[1,5-a]pyridin-7-yl)phenyl]acetyl]amino]phenyl]propenamide 2,2-difluoropropyl-4-methylbenzenesulfonate